N-(3-(2-((4-(dimethylamino)cyclohexyl)amino)quinazolin-6-yl)-2,4-difluorophenyl)5-fluoropyridine-3-sulfonamide CN(C1CCC(CC1)NC1=NC2=CC=C(C=C2C=N1)C=1C(=C(C=CC1F)NS(=O)(=O)C=1C=NC=C(C1)F)F)C